(3-cyano-4-(methoxymethyl)-6-oxo-1,6-dihydropyridin-2-ylthio)acetic acid C(#N)C1=C(NC(C=C1COC)=O)SCC(=O)O